tert-butyl (2-(2,3-difluoro-4-formylphenoxy)ethyl)(methyl)carbamate FC1=C(OCCN(C(OC(C)(C)C)=O)C)C=CC(=C1F)C=O